OC(CCCCOCCCCC(COC(C(=C)C)=O)O)COC(C(=C)C)=O mono-(2-hydroxy-3-methacryloxypropyl)propyl ether